2-chloro-4H-1,3,2-benzodioxaphosphorin-4-one (salicyl chlorophosphite) C(C=1C(O)=CC=CC1)P(O)(O)Cl.ClP1OC2=C(C(O1)=O)C=CC=C2